Cl.COC([C@@H](N)CC1=CC=CC=C1)=O L-Phenylalanine Methyl ester hydrochloride